(1H-pyrazol-1-yl)(1,3,4-trimethyl-1H-pyrazol-5-yl)methanone N1(N=CC=C1)C(=O)C1=C(C(=NN1C)C)C